(R)-N-(7-(1-(1-propenylpiperidin-3-yl)-4-amino-1H-pyrazolo[3,4-d]pyrimidin-3-yl)benzo[d][1,3]dioxolan-4-yl)-3-(dimethylamino)benzamide C(=CC)N1C[C@@H](CCC1)N1N=C(C=2C1=NC=NC2N)C2=CC=C(C1=C2OCO1)NC(C1=CC(=CC=C1)N(C)C)=O